(4-bromophenyl) (morpholinyl) ketone N1(CCOCC1)C(=O)C1=CC=C(C=C1)Br